5-bromo-6-fluoropicolinate BrC=1C=CC(=NC1F)C(=O)[O-]